CC1=C(C=CC=C1)C(C)(C)C methyltertiarybutylbenzene